(S)-2-(Dimethylamino)-4-(1-((5-methoxy-7-methyl-1H-indol-4-yl)methyl)-4-(3,3,3-trifluoropropyl)piperazin-2-yl)benzoic acid CN(C1=C(C(=O)O)C=CC(=C1)[C@@H]1N(CCN(C1)CCC(F)(F)F)CC1=C2C=CNC2=C(C=C1OC)C)C